4-(2-methoxypyrimidin-5-yl)-6-(6-(trifluoromethyl)pyridin-2-yl)-N-(2-(trifluoromethyl)pyridin-4-yl)-1,3,5-triazin-2-amine COC1=NC=C(C=N1)C1=NC(=NC(=N1)C1=NC(=CC=C1)C(F)(F)F)NC1=CC(=NC=C1)C(F)(F)F